ethyl 2-(4-((5-([1,1'-biphenyl]-2-carboxamido)-4-carbamoyl-1H-imidazol-2-yl)methyl)phenoxy)acetate C=1(C(=CC=CC1)C(=O)NC1=C(N=C(N1)CC1=CC=C(OCC(=O)OCC)C=C1)C(N)=O)C1=CC=CC=C1